CC=1C=C(C=CC1)N(C1=CC=C(C2=CC=C(N(C3=CC=CC=C3)C3=CC(=CC=C3)C)C=C2)C=C1)C1=CC=CC=C1 bis(3-methylphenyl)-N,N'-bis-(phenyl)-benzidine